CC1=CC=C(C=C1)C1=CC=C(N)C=C1 4-(4-methylphenyl)aniline